Cl.FC1=CC(=CC2=C1N=C(S2)OC2CC(NC(C2)(C)C)(C)C)C=2C=C(C=1N(N2)C=C(N1)C)C 6-{4-Fluoro-2-[(2,2,6,6-tetramethylpiperidin-4-yl)oxy]-1,3-benzothiazol-6-yl}-2,8-dimethylimidazo[1,2-b]pyridazin-Hydrochlorid